4-amino-2-butoxy-7-(4-(pyrrolidin-1-yl-methyl)benzyl)-5H-pyrrolo[3,2-d]pyrimidin-6-carbonitrile NC=1C2=C(N=C(N1)OCCCC)C(=C(N2)C#N)CC2=CC=C(C=C2)CN2CCCC2